5-chloro-6-(3-cyclopropylphenoxy)-2-methyl-imidazo[1,2-a]pyrimidine ClC1=C(C=NC=2N1C=C(N2)C)OC2=CC(=CC=C2)C2CC2